CC1(CCC2=C(O1)C3=CC=CC=C3C(=O)C2=O)C The molecule is a benzochromenone that is 3,4-dihydro-2H-benzo[h]chromene-5,6-dione substituted by geminal methyl groups at position 2. Isolated from Tabebuia avellanedae, it exhibits antineoplastic and anti-inflammatory activities. It has a role as an antineoplastic agent, an anti-inflammatory agent and a plant metabolite. It is a benzochromenone and a member of orthoquinones.